N-(3-(1-aminocyclopropyl)phenyl)-2-(4,4-difluorocycloheptyl)quinoline-3-carboxamide NC1(CC1)C=1C=C(C=CC1)NC(=O)C=1C(=NC2=CC=CC=C2C1)C1CCC(CCC1)(F)F